6-hydroxy-β-naphthoic acid OC=1C=C2C=CC(=CC2=CC1)C(=O)O